COC([C@H](O)C1=CC=CC=C1)=O R-mandelic acid methyl ester